CS(=O)(C)=NC=1C(=CC(N(C1)CC1(CCN(CC12CCCC2)C(=O)N2[C@@H](CN(CC2)C(=O)OC(C)(C)C)C2=CC=CC=C2)O)=O)C2=CC=CC=C2 tert-Butyl (3R)-4-(10-((5-((dimethyl(oxo)-λ6-sulfaneylidene)amino)-2-oxo-4-phenylpyridin-1(2H)-yl)methyl)-10-hydroxy-7-azaspiro[4.5]decane-7-carbonyl)-3-phenylpiperazine-1-carboxylate